3-[6-amino-1-[(4-amino-3-methyl-phenyl)methyl]pyrazolo[3,4-d]pyrimidine-4-yl]benzonitrile NC1=NC(=C2C(=N1)N(N=C2)CC2=CC(=C(C=C2)N)C)C=2C=C(C#N)C=CC2